C(C)(C)(C)OC(=O)N1CC(CC1)COS(=O)(=O)C1=CC=C(C)C=C1 3-(tosyloxymethyl)pyrrolidine-1-carboxylic acid tert-butyl ester